tert-butyl (S)-(1-amino-3-(3-fluorophenyl)-1-oxopropan-2-yl)carbamate NC([C@H](CC1=CC(=CC=C1)F)NC(OC(C)(C)C)=O)=O